5,5-dimethyl-3-octenoic acid CC(C=CCC(=O)O)(CCC)C